N(=C=O)CCC(C(=O)O)=C.C(C=C)(=O)OCCN=C=O 2-isocyanatoethyl acrylate (2-isocyanato ethyl acrylate)